C(C)(C)N1C2CC(C(C1)C2)OC=2N=C(SC2C(=O)OCC)C ethyl 4-((2-isopropyl-2-azabicyclo[2.2.1]heptan-5-yl)oxy)-2-methylthiazole-5-carboxylate